N-(2-fluoro-4-chloro-5-methylphenyl)pivaloyl-hydrazine FC1=C(C=C(C(=C1)Cl)C)N(N)C(C(C)(C)C)=O